ClC1=CC=C(C=C1)SCC1CN(C(O1)C(F)(F)F)C1=CC(=C(C#N)C=C1)C(F)(F)F 4-(5-(((4-Chlorophenyl)thio)methyl)-2-(trifluoromethyl)oxazolidin-3-yl)-2-(trifluoromethyl)benzonitril